ClC=1C(=NC(=NC1F)F)NC=1C=C2CC(N(C2=CC1)C)=O 5-((5-chloro-2,6-difluoropyrimidin-4-yl)amino)-1-methylindolin-2-one